N-(4-(N-acetyl-O-benzyl-D-seryl)aminocyclohexyl)-6-hydroxy-β-naphthylamide C(C)(=O)N[C@H](COCC1=CC=CC=C1)C(=O)NC1CCC(CC1)[N-]C1=CC2=CC=C(C=C2C=C1)O